ClC1=CC=C(C=C1)C1=C(N(C=2N=CN=C(C21)N)C(C)C2=CC(=NO2)C2=C(C=CC=C2)F)C 5-(4-Chlorophenyl)-7-{1-[3-(2-fluorophenyl)-1,2-oxazol-5-yl]ethyl}-6-methyl-7H-pyrrolo[2,3-d]pyrimidin-4-amine